2-[2-[[5-[[4-(dimethylamino)-1-piperidyl]sulfonyl]-6-methoxy-1,3-benzothiazol-2-yl]methylcarbamoyl]indan-2-yl]acetic acid CN(C1CCN(CC1)S(=O)(=O)C=1C(=CC2=C(N=C(S2)CNC(=O)C2(CC3=CC=CC=C3C2)CC(=O)O)C1)OC)C